FC1=CC2=C(N=C(S2)NCC2N(C3CC(C2C)C3)C(C3=C(C=CC(=C3)F)N3N=CC=N3)=O)C=C1 cis-6-fluoro-N-({2-[5-fluoro-2-(2H-1,2,3-triazol-2-yl)benzoyl]-4-methyl-2-azabicyclo[3.1.1]heptan-3-yl}methyl)-1,3-benzothiazol-2-amine